7-(2,2-difluoroethyl)-6-methyl-pteridine FC(CC1=C(N=C2C=NC=NC2=N1)C)F